C[C@]1([C@H]2CC[C@@H]([C@]1(C)C(=O)O)O2)C(=O)O The molecule is a monoterpenoid with an epoxy-bridged bicyclic dicarboxylic acid structure, which acts as an inhibitor of protein phosphatases 1 and 2A. It has a role as an EC 3.1.3.16 (phosphoprotein phosphatase) inhibitor, a hepatotoxic agent and an apoptosis inducer. It is a monoterpenoid, a dicarboxylic acid, a bridged compound and an oxabicycloalkane. It derives from a cantharidin.